COC1=CC(=C(C=C1)CC#N)[N+](=O)[O-] 2-(4-methoxy-2-nitrophenyl)acetonitrile